C(#C)C=1C=C(C=CC1C)NC(=O)C1=NC=CC(=C1)C(F)(F)F N-(3-ethynyl-4-methyl-phenyl)-4-(trifluoromethyl)pyridine-2-carboxamide